(5-fluoropyrimidin-2-yl)ethanesulfonamide FC=1C=NC(=NC1)C(C)S(=O)(=O)N